C1(=CC=CC=C1)C1=NN(C=N1)S(=O)(=O)C1=CC=C(N)C=C1 4-(3-phenyl-1,2,4-triazol-1-ylsulfonyl)-aniline